(E)-2-(4-(6-chloro-8-fluoro-7-(2-fluoro-6-hydroxy-phenyl)quinazolin-4-yl)piperazine-1-carbonyl)-3-(pyridin-2-yl)acrylonitrile ClC=1C=C2C(=NC=NC2=C(C1C1=C(C=CC=C1O)F)F)N1CCN(CC1)C(=O)\C(\C#N)=C\C1=NC=CC=C1